3-[[(1R)-1-[2-(5-Fluoro-3-pyridyl)-3-methyl-4-oxo-6-(trifluoromethyl)chromen-8-yl]ethyl]amino]pyridine-2-carbonitrile FC=1C=C(C=NC1)C=1OC2=C(C=C(C=C2C(C1C)=O)C(F)(F)F)[C@@H](C)NC=1C(=NC=CC1)C#N